C(CCC)C=1C(=C(SC1C(=O)O)C(=O)O)CCCC.O(CC)P1(=NP(=NP(=N1)(F)F)(F)F)F ethoxyl-pentafluorocyclotriphosphazene dibutyl-2,5-thiophenedicarboxylate